FC(C1=CC=C(C=C1)C1N(CC(CC1)C)C(C(=O)OC)=O)F methyl 2-[2-[4-(difluoromethyl)phenyl]-5-methyl-1-piperidyl]-2-oxo-acetate